4-methoxy-benzamido-L-phenylalanine COC1=CC=C(C(=O)NN[C@@H](CC2=CC=CC=C2)C(=O)O)C=C1